2-Amino-7-fluoro-4-(5-fluoro-3-((1R,5S)-3-methyl-3,6-diazabicyclo[3.2.1]octan-6-yl)-7,9-dihydrofuro[3,4-f]quinazolin-6-yl)thieno[3,2-c]pyridine-3-carbonitrile NC1=C(C=2C(=NC=C(C2S1)F)C=1C2=C(C=3C=NC(=NC3C1F)N1[C@@H]3CN(C[C@H](C1)C3)C)COC2)C#N